(((2R,7aS)-2-fluorotetrahydro-1H-pyrrolizin-7a(5H)-yl)methoxy)pyrido[4,3-d]pyrimidine F[C@@H]1C[C@@]2(CCCN2C1)COC=1N=CC2=C(N1)C=CN=C2